2-(3-(piperidin-4-yl)-1,2,4-oxadiazol-5-yl)anthracene-9,10-dione N1CCC(CC1)C1=NOC(=N1)C1=CC=2C(C3=CC=CC=C3C(C2C=C1)=O)=O